4-isopropyl-3,5-dimethoxy-benzoic acid methyl ester COC(C1=CC(=C(C(=C1)OC)C(C)C)OC)=O